N-{6-(2-hydroxypropan-2-yl)-2-[3-(methylsulfonyl)propyl]-2H-indazol-5-yl}-6-(trifluoromethyl)pyridine-2-carboxamide OC(C)(C)C=1C(=CC2=CN(N=C2C1)CCCS(=O)(=O)C)NC(=O)C1=NC(=CC=C1)C(F)(F)F